4-(trifluoromethyl)-6-[(2S)-2-[4-[5-(trifluoromethyl)pyrimidin-2-yl]piperazine-1-carbonyl]azetidin-1-yl]-2-(2-trimethylsilylethoxymethyl)pyridazin-3-one FC(C=1C(N(N=C(C1)N1[C@@H](CC1)C(=O)N1CCN(CC1)C1=NC=C(C=N1)C(F)(F)F)COCC[Si](C)(C)C)=O)(F)F